6-(1-Methyl-1H-pyrazol-4-yl)-3-(4-(phenylethylsulfonyl)piperazin-1-yl)pyrazolo[1,5-a]pyridine CN1N=CC(=C1)C=1C=CC=2N(C1)N=CC2N2CCN(CC2)S(=O)(=O)CCC2=CC=CC=C2